5-{1-[(4-Fluoro-phenyl)-methyl-carbamoyl]-piperidin-4-carbonyl}-1-methyl-1H-indol FC1=CC=C(C=C1)N(C(=O)N1CCC(CC1)C(=O)C=1C=C2C=CN(C2=CC1)C)C